COC(=O)C1([NH2+]CCC1)CCCCl 2-(3-chloropropyl)pyrrolidin-1-ium-2-carboxylic acid methyl ester